CC1(COCC1(C)C)N1CCCCC1 1-(3,4,4-trimethyltetrahydrofuran-3-yl)piperidin